C1(CC(CCC1)C(C)C)C meta-menthane